CN[C@@H](CC1=CN(C2=CC=CC=C12)C)C(=O)O methyl-1-methyltryptophan